4-(4-aminophenyl)-2-(2-methyl-2H-indazol-5-yl)-6-(2,2,2-trifluoroethoxy)pyrido[2,3-b]pyrazin-3(4H)-one NC1=CC=C(C=C1)N1C2=C(N=C(C1=O)C1=CC3=CN(N=C3C=C1)C)C=CC(=N2)OCC(F)(F)F